BrC=1C=CC=2C=CC3=CC=CC=C3C2C1 3-bromophenanthrene